2-(4-bromo-[2,4'-bipyrimidin]-2'-yl)-5-fluoroisoindoline BrC1=NC(=NC=C1)C1=NC(=NC=C1)N1CC2=CC=C(C=C2C1)F